ClC=1C(=C(C=CC1F)N(C(OC1=C(C=C(C=C1C(F)(F)F)C(F)(F)F)C=1N=NN(C1)C1CS(C1)(=O)=O)=O)C([2H])([2H])[2H])F 2-[1-(1,1-dioxo-1λ6-thietan-3-yl)-1H-1,2,3-triazol-4-yl]-4,6-bis(trifluoromethyl)phenyl N-(3-chloro-2,4-difluorophenyl)-N-(methyl-d3)carbamate